6-cyclohexylbenzo[b]naphtho[1,2-d]furan C1(CCCCC1)C1=CC=2C=CC=CC2C=2C3=C(OC21)C=CC=C3